N1N=NC2=C1C=CC(=C2)CN2C(C1=CC=CC=C1C2CC=2C(=NOC2Cl)C)=O 2-((1H-benzo[d][1,2,3]triazol-5-yl)methyl)-3-((5-chloro-3-methylisoxazol-4-yl)methyl)isoindolin-1-one